monoisoamyl maleate C(\C=C/C(=O)[O-])(=O)OCCC(C)C